BrC1=CC(=C(C=C1)NP(OCC)(=O)C1=CC=C(C=C1)C1=NOC(=N1)C(F)(F)Cl)Cl ethyl N-(4-bromo-2-chlorophenyl)-P-(4-(5-(chlorodifluoromethyl)-1,2,4-oxadiazol-3-yl)phenyl)phosphonamidate